ClC1=C(C=C(C=C1)N1CC2(C=3C1=NC=C(N3)S(=O)(=O)N3CCC(CC3)N3C(NCC3)=O)CC(C2)(C)C)F 1-(1-((5'-(4-chloro-3-fluorophenyl)-3,3-dimethyl-5',6'-dihydrospiro[cyclobutane-1,7'-pyrrolo[2,3-b]pyrazin]-2'-yl)sulfonyl)piperidin-4-yl)imidazolidin-2-one